C(C)(=O)O[C@H]1CN(C[C@H](C1OC(C)=O)OC(C)=O)CC1=CC=C(C=C1)OC1=CC=CC=C1 (3S,4r,5R)-1-(4-phenoxybenzyl)piperidine-3,4,5-triyl triacetate